OC(=O)C(F)(F)F.FC1=CC=C(C=C1)C1C(C1)NCCCC(=O)N1CC2=CC(=CC=C2CC1)C(=O)NO 2-(4-((2-(4-Fluorophenyl)cyclopropyl)amino)butanoyl)-N-hydroxy-1,2,3,4-tetrahydroisoquinoline-7-carboxamide TFA salt